[Pd].ClC(C(P(C1=CC=CC=C1)C1=CC=CC=C1)Cl)P(C1=CC=CC=C1)C1=CC=CC=C1 dichloro[1,2-bis(diphenylphosphino)ethane] Palladium